5-chloro-4-hydroxy-1-methyl-2-oxo-N-phenyl-quinoline-3-carboxamide ClC1=C2C(=C(C(N(C2=CC=C1)C)=O)C(=O)NC1=CC=CC=C1)O